lauric acid ammonium salt [NH4+].C(CCCCCCCCCCC)(=O)[O-]